2-(((4-chlorophenyl)thio)methyl)oxirane ClC1=CC=C(C=C1)SCC1OC1